ClC=1C(=C2C=NNC2=C(C1F)N1C[C@@H]([C@H](C1)OC)OC)C=1N=CC=2N(C1)C=C(N2)NC(=O)C2C(C2)F N-(6-(5-chloro-7-((3S,4S)-3,4-dimethoxypyrrolidin-1-yl)-6-fluoro-1H-indazol-4-yl)imidazo[1,2-a]pyrazin-2-yl)-2-fluorocyclopropane-1-carboxamide